N1(CCC1)C(=O)C=1N=CC(=NC1)OC=1C=C(C(=O)NC2=NC=C(N=C2)C)C=C(C1)O[C@H](COC)C 3-{[5-(AZETIDINE-1-YLCARBONYL)PYRAZIN-2-YL]OXY}-5-{[(1S)-1-METHYL-2-(METHOXY)ETHYL]OXY}-N-(5-METHYLPYRAZIN-2-YL)BENZAMIDE